1,1'-bianthracene C1(=CC=CC2=CC3=CC=CC=C3C=C12)C1=CC=CC2=CC3=CC=CC=C3C=C12